dimethyl 3-methyl-2-pentene-1,5-dioate CC(=CC(=O)OC)CC(=O)OC